Dimethyl Acetylenedicarboxylate C(#CC(=O)OC)C(=O)OC